4-hydroxymethyl-2-isobutyl-2-methyl-1,3-dioxolane OCC1OC(OC1)(C)CC(C)C